O1COC2=C1C=CC=C2OC(CCN(C)C)C2=CC(=C(C=C2)Cl)Cl 3-[(Benzo[d][1,3]dioxolan-4-yl)-oxy]-3-(3,4-dichlorophenyl)-N,N-dimethylpropylamine